3-bromo-6-chloropyridine nitrogen [N].BrC=1C=NC(=CC1)Cl